C[SiH](C)[SiH]([SiH](C)C)[SiH](C)C tris(dimethylsilyl)silane